4-[(3,4-dichlorobenzoyl)amino]-5-(dipentylamino)-5-oxopentanoic acid ClC=1C=C(C(=O)NC(CCC(=O)O)C(=O)N(CCCCC)CCCCC)C=CC1Cl